t-butyl (1S,4S)-5-(2-bromo-4-methylthiazol-5-yl)-2,5-diazabicyclo[2.2.1]heptane-2-carboxylate BrC=1SC(=C(N1)C)N1[C@@H]2CN([C@H](C1)C2)C(=O)OC(C)(C)C